BrC(C(F)(F)F)C1=CC(=CC=C1)Cl 1-(1-bromo-2,2,2-trifluoroethyl)-3-chlorobenzene